FC1CN2C(C3=CC=CC=C13)CCC2=O 6-fluoro-1,5,6,10b-tetrahydropyrrolo[2,1-a]isoquinolin-3(2H)-one